3-Cyanocyclobutyl(8-amino-7-cyano-6-(8-methyl-2,3-dihydro-1H-pyrido[2,3-b][1,4]oxazin-7-yl)isoquinolin-3-yl)carbamate C(#N)C1CC(C1)N(C([O-])=O)C=1N=CC2=C(C(=C(C=C2C1)C1=C(C2=C(OCCN2)N=C1)C)C#N)N